(S)-5-(2-(acetylthio)acetamido)-3,3-difluoropiperidine-1-carboxylate C(C)(=O)SCC(=O)N[C@H]1CC(CN(C1)C(=O)[O-])(F)F